[5-(piperidin-4-yl)pyridin-2-yl]pyrimidin-2-amine N1CCC(CC1)C=1C=CC(=NC1)C1=NC(=NC=C1)N